[Br-].[F-].[Mg+2] magnesium fluoride bromide salt